C(=O)O.C(C)NC1=NC=2C=C(C(=CC2C2=C1CC(C2)(C)C)OC)OCCCN2CCCC2 N-ethyl-8-methoxy-2,2-dimethyl-7-[3-(pyrrolidin-1-yl)propoxy]-1H,2H,3H-cyclopenta[c]quinolin-4-amine formate